3,3-Dimethylindoline-6-sulfonamide CC1(CNC2=CC(=CC=C12)S(=O)(=O)N)C